2-(3-((3-chloro-1-methyl-1H-pyrazolo[3,4-d]pyrimidin-6-yl)amino)phenyl)acetic acid ClC1=NN(C2=NC(=NC=C21)NC=2C=C(C=CC2)CC(=O)O)C